Ethyl ((((1S,4R)-4-(2-amino-6-chloro-9H-purin-9-yl)cyclopent-2-en-1-yl) methoxy)(4-bromophenoxy)phosphoryl)-L-alaninate NC1=NC(=C2N=CN(C2=N1)[C@H]1C=C[C@H](C1)COP(=O)(OC1=CC=C(C=C1)Br)N[C@@H](C)C(=O)OCC)Cl